3-triethoxysilyl-3-mercaptopropyltetrasulfide C(C)O[Si](C(CCSSSSCCC([Si](OCC)(OCC)OCC)S)S)(OCC)OCC